N1N=CC(=C1)C1=CC=C(C=C1)NC1=NC(=NC=C1)N1CC(CC1)C1=CC=CC=C1 N-(4-(1H-pyrazol-4-yl)phenyl)-2-(3-phenylpyrrolidin-1-yl)pyrimidin-4-amine